CN1N=C(C=C1)C1=CC=2N(C=C1)C(=CN2)C(=O)OCC ethyl 7-(1-methylpyrazol-3-yl)imidazo[1,2-a]pyridine-3-carboxylate